The molecule is a D-proline derivative that is D-proline monohydroxylated at position 3 (the cis-3-hydroxy-diastereomer). It has a role as a bacterial metabolite and a human metabolite. It is a 3-hydroxyproline and a D-proline derivative. It is a tautomer of a cis-3-hydroxy-D-proline zwitterion. C1CN[C@H]([C@H]1O)C(=O)O